4-methyl-1-(piperidin-4-yl)-2,3-dihydro-1H-1,3-benzodiazol CC1=CC=CC=2N(CNC21)C2CCNCC2